IC1=NN(C=C1C=O)C1OCCCC1 3-iodo-1-(tetrahydro-2H-pyran-2-yl)-1H-pyrazole-4-carbaldehyde